6-(pyridin-3-yl)-2,6-diazaspiro[3.3]Heptane-2-carboxylic acid tert-butyl ester C(C)(C)(C)OC(=O)N1CC2(C1)CN(C2)C=2C=NC=CC2